C(C)C1=C(C=CC(=C1)N)C1=CC=C(C=C1)N ethyl-4,4'-diaminobiphenyl